C1(=CC=CC=C1)NC(=O)C=1OC(=CC1)C=1C=NC=CC1 N-phenyl-5-(pyridin-3-yl)furan-2-carboxamide